C1(=C(C=CC=C1)C#CC1=NNC2=CC=C(C=C12)C(=O)N(C)CCN(C)C)C1=CC=CC=C1 3-([1,1'-Biphenyl]-2-ylethynyl)-N-(2-(dimethylamino)ethyl)-N-methyl-1H-indazole-5-carboxamide